N1(C=NC=C1)CC1=NC=CC=C1 2-(1H-imidazol-1-ylmethyl)pyridine